ClC1=C(C=C2C=C(N=CC2=C1)NC(=O)C1CC12CCC(CC2)(F)F)C2CCN(CC2)C2COC2 N-(7-chloro-6-(1-(oxetan-3-yl)piperidin-4-yl)isoquinolin-3-yl)-6,6-difluorospiro[2.5]octane-1-carboxamide